FC1=C(C=CC(=C1)OC)C=1C=C2C=C(C(OC2=C(C1)[N+](=O)[O-])=O)C1=NN=NN1 6-(2-fluoro-4-methoxyphenyl)-8-nitro-3-(1H-tetrazol-5-yl)-2H-chromen-2-one